C(=CCCCCCCCCCC)O dodecaenol